P(=O)(O)(O)CCCC phosphonobutane